Methyl-(5RS)-2-[4-(tert-butoxycarbonyl)benzyl]-3-oxo-2,3,5,6,7,8-hexahydro[1,2,4]triazolo[4,3-a]pyridine-5-carboxylate COC(=O)[C@H]1CCCC=2N1C(N(N2)CC2=CC=C(C=C2)C(=O)OC(C)(C)C)=O |r|